ClC=1N=C(C2=C(N1)N(C=C2)[C@H]2[C@@H]([C@@H]([C@H](O2)COCP(O)(O)=O)O)O)NC2CCCC2 ((((2R,3S,4R,5R)-5-(2-chloro-4-(cyclopentylamino)-7H-pyrrolo[2,3-d]pyrimidin-7-yl)-3,4-dihydroxytetrahydrofuran-2-yl)methoxy)methyl)phosphonic acid